C(CCC)(=O)OCC=CCCCC Hexenylmethyl butyrate